C(C)(C)(C)NC1=CC(=C2C(=N1)C=C(S2)C2=CC=NN2C2OCCCC2)NCC(C2=NC=CC=C2)(F)F N5-(tert-butyl)-N7-(2,2-difluoro-2-(pyridin-2-yl)ethyl)-2-(1-(tetrahydro-2H-pyran-2-yl)-1H-pyrazol-5-yl)thieno[3,2-b]pyridine-5,7-diamine